NC1=CC=2C3=C(C(N(C2C=C1)C)=O)SCC(N3)C 9-amino-2,6-dimethyl-2,3-dihydro-1H-[1,4]thiazino[2,3-c]quinolin-5(6H)-one